methyl 2-(3-(4-(2-chloropyrimidin-5-yl)cyclohexyl)isoxazol-5-yl)-3-methylbutanoate ClC1=NC=C(C=N1)C1CCC(CC1)C1=NOC(=C1)C(C(=O)OC)C(C)C